CC1=NC=C(C(=O)OCC)C=C1NC(=O)C=1C=C2C(=NC1)N(C(=C2)C=2C=NN(C2)C)COCC[Si](C)(C)C ethyl 6-methyl-5-(2-(1-methyl-1H-pyrazol-4-yl)-1-((2-(trimethylsilyl)ethoxy)methyl)-1H-pyrrolo[2,3-b]pyridine-5-carboxamido)nicotinate